tert-butyl 4-(2-[4-[(4-iodophenyl)methyl]piperazin-1-yl]ethoxy)piperidine-1-carboxylate IC1=CC=C(C=C1)CN1CCN(CC1)CCOC1CCN(CC1)C(=O)OC(C)(C)C